C1(CC1)N1N=CC(=C1)C=1C=C(C=C(C1)C=1C=NN(C1)C(F)F)[C@@H](C)NC(C1=C(C=CC(=C1)OCCN(C)C)C)=O (R)-N-(1-(3-(1-cyclopropyl-1H-pyrazol-4-yl)-5-(1-(difluoromethyl)-1H-pyrazol-4-yl)phenyl)ethyl)-5-(2-(dimethylamino)ethoxy)-2-methylbenzamide